N-[5-bromo-2-(4-fluorobenzoyl)-4-methyl-phenyl]-2-methylsulfonyl-acetamide BrC=1C(=CC(=C(C1)NC(CS(=O)(=O)C)=O)C(C1=CC=C(C=C1)F)=O)C